NC1=NC2=CC=C(C=C2C=C1CO)C(=O)OC methyl 2-amino-3-hydroxymethylquinoline-6-carboxylate